CC1=C2C(C(=CN(C2=NC(=C1)N1CC(C1)C(NC1=NN=NN1)=O)C=1SC=CN1)C(=O)O)=O 5-methyl-4-oxo-7-{3-[(1H-1,2,3,4-tetrazol-5-yl)carbamoyl]azetidin-1-yl}-1-(1,3-thiazol-2-yl)-1,4-dihydro-1,8-naphthyridine-3-carboxylic acid